O=C1N(CC[C@H]1OC[C@H](C)NC=1C=NNC(C1C(F)(F)F)=O)C1CCN(CC1)C1=NC=C(C#N)C=C1 6-(4-((R)-2-oxo-3-((S)-2-((6-oxo-5-(trifluoromethyl)-1,6-dihydropyridazin-4-yl)amino)propoxy)pyrrolidin-1-yl)piperidin-1-yl)nicotinonitrile